C(C)(C)(C)OC(=O)N1[C@H](CC(C[C@H]1C)O)C (2S,4r,6R)-tert-butyl-4-hydroxy-2,6-dimethylpiperidin-1-carboxylate